N1(CCN(CC1)C(=O)OC(C)(C)C)C(=O)OC1CCN(CC1)C1=CC=C(C=C1)N 1-(1-(4-aminophenyl)piperidin-4-yl) 4-(tert-butyl) piperazine-1,4-dicarboxylate